OC1=C(C(=O)C2=C(C(=C(C=C2)OC)OC)OC)C=CC(=C1)O 2,4-dihydroxy-2',3',4'-trimethoxybenzophenone